CC(C)(C)OC(=O)C1=NC=COC=C1 [1,4]oxazepine-5-carboxylic acid-2-methylpropan-2-yl ester